4-(benzyloxy)-3-(5-(2-((2-(trimethylsilyl)ethoxy)methyl)-2H-tetrazol-5-yl)pyridin-3-yl)phenyl (cyclohexylmethyl)carbamate C1(CCCCC1)CNC(OC1=CC(=C(C=C1)OCC1=CC=CC=C1)C=1C=NC=C(C1)C=1N=NN(N1)COCC[Si](C)(C)C)=O